(R)-4-cyano-5-(3-hydroxy-2,6-dimethylphenyl)-N-(1H-pyrazol-4-yl)-1H-pyrrolo[2,3-b]pyridine-2-carboxamide C(#N)C1=C2C(=NC=C1C1=C(C(=CC=C1C)O)C)NC(=C2)C(=O)NC=2C=NNC2